C(C)(C)(C)OC([C@@H](N(C(=O)[C@@H]1CNCC1)C)C(C)C)=O N-methyl-N-((S)-pyrrolidine-3-carbonyl)-L-valine tert-butyl ester